C1(=CC=CC=C1)[C@@H](C)\N=C\C(=O)OCC ethyl (R,E)-2-((1-phenylethyl)imino)acetate